12-methacryloyl-oxydodecylpyridinium bromide [Br-].C(C(=C)C)(=O)OCCCCCCCCCCCC[N+]1=CC=CC=C1